(2-methyl-3-oxopiperazin-1-yl)octahydropentalen CC1N(CCNC1=O)C1CCC2CCCC12